C(C1=CC=CC=C1)(=O)NC=1SC=C(C1C(=O)O)C1CC2=CC=CC=C2C1 2-benzoylamino-4-indan-2-yl-thiophene-3-carboxylic acid